C(C1=CC=CC=C1)(=O)C(CO)=C 2-benzoyl-allyl alcohol